(R)-N-(4-chloro-3-(trifluoromethyl)phenyl)-2-(4-ethoxy-2-hydroxybutoxy)benzamide ClC1=C(C=C(C=C1)NC(C1=C(C=CC=C1)OC[C@@H](CCOCC)O)=O)C(F)(F)F